2-chloro-5-(3-chloro-2-fluorophenoxy)-N-[2-(2-chloro-4-methylphenyl)-2,2-difluoroethyl]-3-methylpyridine-4-carboxamide ClC1=NC=C(C(=C1C)C(=O)NCC(F)(F)C1=C(C=C(C=C1)C)Cl)OC1=C(C(=CC=C1)Cl)F